(2S)-2-{[(1S)-2,2-difluoro-1-phenylethyl]amino}-5,5-dimethylhexanoic acid FC([C@H](C1=CC=CC=C1)N[C@H](C(=O)O)CCC(C)(C)C)F